1-methoxyethoxy-3-ethoxybenzene COC(C)OC1=CC(=CC=C1)OCC